COC=1C=C2C(=NC(=NC2=CC1OC)C)NC(C)C=1SC(=CC1)C1=C(C=CC=C1)CNC 6,7-dimethoxy-2-methyl-N-[1-(5-{2-[(methylamino)methyl]phenyl}thiophen-2-yl)ethyl]quinazolin-4-amine